4-bromo-5-(2-chloro-4-methoxyphenyl)-1-(difluoromethyl)-1H-pyrazole BrC=1C=NN(C1C1=C(C=C(C=C1)OC)Cl)C(F)F